3-[(1S)-1-cyclohexylethyl]-6-{[2-(1-methylpyrazol-4-yl)-4-pyridyl]oxy}quinazolin-4-one C1(CCCCC1)[C@H](C)N1C=NC2=CC=C(C=C2C1=O)OC1=CC(=NC=C1)C=1C=NN(C1)C